benzyl ((S)-1-((7R,8S)-7-acetamido-1,4-dioxaspiro[4.5]decan-8-yl)-2-oxopyrrolidin-3-yl)carbamate C(C)(=O)N[C@@H]1CC2(OCCO2)CC[C@@H]1N1C([C@H](CC1)NC(OCC1=CC=CC=C1)=O)=O